C(C)(C)(C)OC(C1=C(C(=CC=C1[N+](=O)[O-])OC1=C(C(=CC(=C1)C)N)F)C)=O 3-(3-amino-2-fluoro-5-methylphenoxy)-2-methyl-6-nitrobenzoic acid tert-butyl ester